COC1=CC=C(C=N1)[C@@H](CN[C@H](C1=CC=CC=C1)[C@H]1CNC2=C(N1)N=CC(=C2)C=2C=NN(C2)C)C (S)-2-(6-methoxypyridin-3-yl)-N-((R)-((R)-7-(1-methyl-1H-pyrazol-4-yl)-1,2,3,4-tetrahydropyrido[2,3-b]pyrazin-3-yl)(phenyl)methyl)propan-1-amine